BrC1=C2CN(C(C2=CC(=C1)NCC(C)O)=O)C1CCC(CC1)C(=O)NC1=CC(=C(C=C1)C)OC (1s,4s)-4-(4-bromo-6-(2-hydroxypropylamino)-1-oxoisoindolin-2-yl)-N-(3-methoxy-4-methylphenyl)cyclohexanecarboxamide